OC1C(CC1)NS(=O)(=O)C1=CC(=CC=C1)C(=O)N1CC2(C3=CC(=CC=C13)NS(=O)(=O)C)CCCCC2 N-(2-hydroxycyclobutyl)-3-(5'-(methylsulfonamido)spiro[cyclohexane-1,3'-indoline]-1'-carbonyl)benzenesulfonamide